(8R,9aS)-8-(2,3-dichloro-6-hydroxyphenyl)-octahydropyrido[1,2-a]pyrazin-4-one ClC1=C(C(=CC=C1Cl)O)[C@H]1C[C@@H]2N(C(CNC2)=O)CC1